C(C)(C)(C)C(N(C(=O)OC(C)(C)C)C1=CC(=CC=C1)Br)C(=O)O tert-butyl-N-(3-bromophenyl)-N-(tert-butoxycarbonyl)glycine